(1S,5S)-2-[4-({3-methyl-4-[(1-methyl-1,3-benzodiazol-5-yl)oxy]phenyl}amino)quinazolin-6-yl]-4-methylidene-2-azabicyclo[3.1.0]hexan-3-one CC=1C=C(C=CC1OC1=CC2=C(N(C=N2)C)C=C1)NC1=NC=NC2=CC=C(C=C12)N1[C@H]2C[C@H]2C(C1=O)=C